2-(2-fluoro-4-(4,4,5,5-tetramethyl-1,3,2-dioxaborolan-2-yl)phenyl)Propyl-carbamic acid tert-butyl ester C(C)(C)(C)OC(NCC(C)C1=C(C=C(C=C1)B1OC(C(O1)(C)C)(C)C)F)=O